2-amino-2-[4-(3-benzyloxyphenoxy)-2-chlorophenyl]propyl-1,3-propane-diol NC(CC(CCO)O)(C)C1=C(C=C(C=C1)OC1=CC(=CC=C1)OCC1=CC=CC=C1)Cl